ClC=1C(=CC(=C(C1)C1=C(C=C(C=C1)F)COC)F)C(=O)NC=1C=NC(=C(C1)Cl)N1N=CC=N1 5-chloro-N-(5-chloro-6-(2H-1,2,3-triazol-2-yl)pyridin-3-yl)-2,4'-difluoro-2'-(methoxymethyl)-[1,1'-biphenyl]-4-carboxamide